O=[C] Oxocarbon